FC1=C(C=C(C=C1)O)C(=O)N1CC2(C1)CC(C2)N2N=C(C(=C2)C(F)(F)F)C2=C(C=CC=C2)F (2-fluoro-5-hydroxyphenyl)(6-[3-(o-fluorophenyl)-4-(trifluoromethyl)-1-pyrazolyl]-2-aza-2-spiro[3.3]heptyl)methanone